4-ethyl-2-isopropyl-8-(6-methyl-7-oxo-6,7-dihydro-1H-pyrrolo[2,3-c]pyridin-4-yl)-6-(methylsulfonyl)-2H-1,4-benzoxazin-3(4H)-one C(C)N1C(C(OC2=C1C=C(C=C2C=2C1=C(C(N(C2)C)=O)NC=C1)S(=O)(=O)C)C(C)C)=O